CO[C@H]1[C@@H](CC1)NC(=O)C=1C=NN2C1N=C(C=C2NC)NC=2C(N(C=CC2)C2=NC=CC=C2)=O N-((1R,2R)-2-methoxycyclobutyl)-7-(methylamino)-5-((2-oxo-2H-[1,2'-bipyridin]-3-yl)amino)pyrazolo[1,5-a]pyrimidine-3-carboxamide